3-[2-(dimethylamino)ethylidene]-4-methyl-1-[4-({3-methyl-4-[(1-methyl-1,2,3-benzotriazol-5-yl)oxy]phenyl}amino)pyrido[3,2-d]pyrimidin-6-yl]pyrrolidin-2-one CN(CC=C1C(N(CC1C)C=1C=CC=2N=CN=C(C2N1)NC1=CC(=C(C=C1)OC1=CC2=C(N(N=N2)C)C=C1)C)=O)C